(3S)-3-(2-(5-((3,3-difluoroazetidin-1-yl)methyl)-2-oxopyridin-1(2H)-yl)-4-methylpentanamido)-3-(5-(2,6-dimethylphenyl)pyridin-3-yl)propanoic acid FC1(CN(C1)CC=1C=CC(N(C1)C(C(=O)N[C@@H](CC(=O)O)C=1C=NC=C(C1)C1=C(C=CC=C1C)C)CC(C)C)=O)F